6-(r-cyclobutyl-[1,4'-bipiperidin]-4-yl)-7-fluoro-2-(4-(methylsulfonyl)phenyl)-1H-benzo[d]imidazole C1(CCC1)[C@@H]1N(CCC(C1)C=1C=CC2=C(NC(=N2)C2=CC=C(C=C2)S(=O)(=O)C)C1F)C1CCNCC1